tert-Butyl-(E)-7-(3-((quinoxalin-6-ylmethylene)amino)pyridin-4-yl)-4,7-diazaspiro[2.5]octane C(C)(C)(C)C1CC12NCCN(C2)C2=C(C=NC=C2)/N=C/C=2C=C1N=CC=NC1=CC2